2',3'-di-O-benzoyl-5'-deoxy-5-fluoro-uridine C(C1=CC=CC=C1)(=O)O[C@H]1[C@@H](O[C@@H]([C@H]1OC(C1=CC=CC=C1)=O)C)N1C(=O)NC(=O)C(=C1)F